C(C=C)(=O)N1CCC(CC1)N1C(NC2=C1C=CC=C2)=O 1-(1-acryloylpiperidin-4-yl)-1,3-dihydro-2H-benzo[d]imidazol-2-one